ClC=1C=CC2=C(C1)C1(C(N(C3=CC=CC=C13)C)=O)C1(O2)C(N(C2=CC=CC=C21)C)=O 5'-Chloro-1,1''-dimethyldispiro[indoline-3,2'-benzofuran-3',3''-indoline]-2,2''-dione